O=C1N(C(C2=CC=CC=C12)=O)C1CC(CCC1)C(=O)[O-] 3-(1,3-dioxoisoindolin-2-yl)cyclohexanecarboxylate